4-methyl-2-(1H-pyrazol-3-yl)morpholine CN1CC(OCC1)C1=NNC=C1